2,4-dimethoxybenzyl (1S,2R)-2-((S)-5-bromo-8-hydroxy-1-((1-oxoisoindolin-2-yl)methyl)-1,2,3,4-tetrahydroisoquinoline-2-carbonyl)cyclohexane-1-carboxylate BrC1=C2CCN([C@@H](C2=C(C=C1)O)CN1C(C2=CC=CC=C2C1)=O)C(=O)[C@H]1[C@H](CCCC1)C(=O)OCC1=C(C=C(C=C1)OC)OC